(3-(2-((1-Methyl-1H-pyrazol-4-yl)amino)pyrimidin-4-yl)-8-azabicyclo[3.2.1]oct-2-en-8-yl)(4-(trifluoromethyl)phenyl)methanone CN1N=CC(=C1)NC1=NC=CC(=N1)C1=CC2CCC(C1)N2C(=O)C2=CC=C(C=C2)C(F)(F)F